methyl (S)-3-((((9H-fluoren-9-yl)methoxy)carbonyl)amino)-4-((2-(4-chlorobenzoyl)-4-methoxyphenyl)amino)-4-oxobutanoate C1=CC=CC=2C3=CC=CC=C3C(C12)COC(=O)N[C@@H](CC(=O)OC)C(=O)NC1=C(C=C(C=C1)OC)C(C1=CC=C(C=C1)Cl)=O